CN1CCC(=CC1)C1=CC=C2C(=NC=NN21)N 7-(1-methyl-1,2,3,6-tetrahydropyridin-4-yl)pyrrolo[2,1-f][1,2,4]triazin-4-amine